The molecule is a member of the class of N-(2-naphthyl)carboxamides that is N-(naphthalen-2-yl)-3-phenylpropanamide in which one of the hydrogens at position 2 has been replaced by a benzamido group. It is a member of benzamides, a N-(2-naphthyl)carboxamide and a phenylalanine derivative. C1=CC=C(C=C1)CC(C(=O)NC2=CC3=CC=CC=C3C=C2)NC(=O)C4=CC=CC=C4